BrC=1C=C2C(C[C@@]3(C2=CC1)NC(NC3=O)=O)=O (4S)-5'-bromospiro(imidazolidine-4,1'-indene)-2,3',5(2'H)-trione